CSCCC(C)=O 4-methylthio-2-butanone